C(#N)C=1C=C(C=CC1)NC(=O)CNC(=O)C1=CC=CC(=N1)C1=CC=C2C=CC=C(C2=C1)NC(C=C)=O N-{7-[6-({[(3-cyanophenyl)carbamoyl]methyl}carbamoyl)pyridin-2-yl]naphthalen-1-yl}prop-2-enamide